CC=1N=C2N(N=C(C=C2C(=O)O)C=2C=C3C=CN(C(C3=CC2)=O)C2CCNCC2)C1 2-methyl-6-[1-oxo-2-(4-piperidyl)-6-isoquinolyl]imidazo[1,2-b]pyridazine-8-carboxylic acid